(2-Methoxypyrimidin-5-yl)-1-((5-(trifluoromethyl)-1H-pyrazol-3-yl)methyl)-3-(3,4,5-trifluorophenyl)urea COC1=NC=C(C=N1)N(C(=O)NC1=CC(=C(C(=C1)F)F)F)CC1=NNC(=C1)C(F)(F)F